C(C)(C)(C)OC(=O)N1CCN(CC1)C1=NC=NC2=CC=C(C=C12)C1=CN(C(C(=C1)S(=O)(=O)C1=C(C=C(C=C1)F)F)=O)C([2H])([2H])[2H] 4-(6-(5-((2,4-difluorophenyl)sulfonyl)-1-(methyl-d3)-6-oxo-1,6-dihydropyridin-3-yl)quinazolin-4-yl)piperazine-1-carboxylic acid tert-butyl ester